C(C)OC(=O)C=1C(=NN2C1OCCC2)C2=C(C=C(C=C2)S(=O)(=O)C)F.C(CCCCCCC\C=C/CCCCCCCC)[N+](C)(CCO)CCO oleyl-bis(2-hydroxylethyl)methylammonium Ethyl-2-(2-fluoro-4-methyl-sulfonylphenyl)-6,7-dihydro-5H-pyrazolo[5,1-b][1,3]oxazine-3-carboxylate